5-fluoro-4-(3-morpholinophenyl)-N-(4-piperidyl)pyrimidin-2-amine FC=1C(=NC(=NC1)NC1CCNCC1)C1=CC(=CC=C1)N1CCOCC1